N-(3-hydroxypropyl)-2-(4-methylpiperazin-1-yl)-5-nitrobenzenesulfonamide OCCCNS(=O)(=O)C1=C(C=CC(=C1)[N+](=O)[O-])N1CCN(CC1)C